BrC1=CC(=C(NC)C=C1C)[N+](=O)[O-] 4-bromo-N,5-dimethyl-2-nitroaniline